C(C(=O)O)(=O)[O-].C(C(=O)O)(=O)O.C(C(=O)O)(=O)O.P(=O)(O)(O)O.[Li+] Lithium phosphate tris(oxalate)